Cl\C(=C/C(=O)N[C@H](C(=O)O)CC1=CC=CC=C1)\C1=CC=C(C=C1)C (2S)-2-[[(Z)-3-chloro-3-(4-methylphenyl)prop-2-enoyl]amino]-3-phenylpropanoic acid